tert-butyl (2R,3S,4S)-3-(acetyloxy)-4-[(tert-butoxycarbonyl)oxy]-2-({4-[4-(difluoromethyl)thiophen-2-yl]phenyl}methyl)pyrrolidine-1-carboxylate C(C)(=O)O[C@H]1[C@H](N(C[C@@H]1OC(=O)OC(C)(C)C)C(=O)OC(C)(C)C)CC1=CC=C(C=C1)C=1SC=C(C1)C(F)F